N1-(2-(4-(2-(Dinonylamino)ethyl)piperazin-1-yl)ethyl)-N1,N2,N2-tritetradecyl-ethane-1,2-diamine C(CCCCCCCC)N(CCN1CCN(CC1)CCN(CCN(CCCCCCCCCCCCCC)CCCCCCCCCCCCCC)CCCCCCCCCCCCCC)CCCCCCCCC